2-(4-cyclopropyl-6-methoxypyrimidin-5-yl)-4-(4-(1-methyl-4-(trifluoromethyl)-1H-imidazol-2-yl)benzyl)pyrido[3,2-d]pyrimidine C1(CC1)C1=NC=NC(=C1C=1N=C(C2=C(N1)C=CC=N2)CC2=CC=C(C=C2)C=2N(C=C(N2)C(F)(F)F)C)OC